CN1C(C(=CC2=CC=CC=C12)B(O)O)=O (1-methyl-2-oxo-1,2-dihydroquinolin-3-yl)boronic acid